(Z)-1-methyl-4-(phenyldiazenyl)-1H-pyrazole CN1N=CC(=C1)\N=N/C1=CC=CC=C1